CN1N=C(C(=C1C)O)C1=CC=C(C=C1)SC 1,5-dimethyl-3-(4-(methylthio)phenyl)-pyrazol-4-ol